ONC(/C=C/C1=C(C=CC=C1)N1CCC(CC1)NC(=O)C1=NNC(CC1)=O)=O (E)-N-(1-(2-(3-(hydroxyamino)-3-oxoprop-1-en-1-yl)phenyl)piperidin-4-yl)-6-oxo-1,4,5,6-tetrahydropyridazine-3-carboxamide